[Li+].F[P-](F)(F)(F)(F)F.[Li+].F[P-](F)(F)(F)(F)F lithium hexafluorophosphate lithium salt